N-[2-(diethylamino)ethyl]-1-[(2-hydroxynaphthalen-1-yl)methyl]naphthalene-2-carboxamide C(C)N(CCNC(=O)C1=C(C2=CC=CC=C2C=C1)CC1=C(C=CC2=CC=CC=C12)O)CC